N-(3,5-dichloro-2-fluoro-4-methylphenyl)acetamide ClC=1C(=C(C=C(C1C)Cl)NC(C)=O)F